IC1=C(C2=C(N=CN=C2N)N1C)C1=CC=C(C=C1)C(=O)N1CCCC1 6-iodo-7-methyl-5-[4-(pyrrolidine-1-carbonyl)phenyl]-7H-pyrrolo[2,3-d]pyrimidin-4-amine